FC1=CC(=C(C=C1)C=1C2=C(C(=NC1C=1SC=3CN(CCC3N1)C(C=C)=O)C=1C=C3CCNCC3=CC1)C=CS2)OCCOC 1-[2-[7-[4-fluoro-2-(2-methoxyethoxy)phenyl]-4-(1,2,3,4-tetrahydroisoquinolin-6-yl)thieno[3,2-c]pyridin-6-yl]-6,7-dihydro-4H-thiazolo[5,4-c]pyridin-5-yl]prop-2-en-1-one